2-[5-(1-bromoethyl)-1,2,4-triazol-1-yl]-pyridine BrC(C)C1=NC=NN1C1=NC=CC=C1